2-(3-(3-(1-(2-chloro-3-fluorophenyl)cyclopropyl)-1,2,4-oxadiazol-5-yl)-5-(trifluoromethyl)-1H-pyrazol-1-yl)-1-(piperazin-1-yl)ethan-1-one ClC1=C(C=CC=C1F)C1(CC1)C1=NOC(=N1)C1=NN(C(=C1)C(F)(F)F)CC(=O)N1CCNCC1